(±)-trans-4-phenyl-3-(naphthalen-1-ylcarbamoyl)pyrrolidine-1-carboxylic acid tert-butyl ester C(C)(C)(C)OC(=O)N1C[C@H]([C@@H](C1)C1=CC=CC=C1)C(NC1=CC=CC2=CC=CC=C12)=O |r|